2-[2-(5-chloro-2-fluoro-phenyl)imidazo[1,2-a]pyridin-3-yl]-7-(5,6,7,8-tetrahydroimidazo[1,2-a]pyrazin-3-yl)-1,5-naphthyridine ClC=1C=CC(=C(C1)C=1N=C2N(C=CC=C2)C1C1=NC2=CC(=CN=C2C=C1)C1=CN=C2N1CCNC2)F